tert-butyl (2S)-2-(hydroxymethyl)-2-methylmorpholine-4-carboxylate OC[C@@]1(CN(CCO1)C(=O)OC(C)(C)C)C